5-((4-chloro-2-formyl-5-((2-methoxyeth-oxy)methoxy)phenoxy)methyl)nicotinonitrile ClC1=CC(=C(OCC=2C=NC=C(C#N)C2)C=C1OCOCCOC)C=O